(S)-1-(3-(2-hydroxyethylsulfonyl)phenoxy)-3-((R)-8-(4-(pyridin-3-yl)benzenesulfonyl)-1-oxa-8-azaspiro[4.5]decan-3-ylamino)propan-2-ol OCCS(=O)(=O)C=1C=C(OC[C@H](CN[C@H]2COC3(C2)CCN(CC3)S(=O)(=O)C3=CC=C(C=C3)C=3C=NC=CC3)O)C=CC1